C(C1=CC=CC=C1)O[C@H]1C[C@@H](CN(CC1)C(=O)OC(C)(C)C)OCCCC#CC1=C(C=C(C=C1B1OC(C(O1)(C)C)(C)C)OCOC)C |o1:8,10| tert-butyl rel-(3S,5R)-5-(benzyloxy)-3-((5-(4-(methoxymethoxy)-2-methyl-6-(4,4,5,5-tetramethyl-1,3,2-dioxaborolan-2-yl)phenyl)pent-4-yn-1-yl)oxy)azepane-1-carboxylate